5-((4-methoxybenzyl)thio)-2-methylpyridazin-3(2H)-one COC1=CC=C(CSC2=CC(N(N=C2)C)=O)C=C1